N-[(6-Amino-2-pyridyl)sulfonyl]-6-(4-fluorophenyl)-5-methyl-2-(2,2,4-trimethylpyrrolidin-1-yl)pyridin-3-carboxamid NC1=CC=CC(=N1)S(=O)(=O)NC(=O)C=1C(=NC(=C(C1)C)C1=CC=C(C=C1)F)N1C(CC(C1)C)(C)C